CN1N=C2CC[C@@H](CC2=C1C(=O)N[C@H]1COC2=C(N(C1=O)C)C=CC=C2)C(F)(F)F (5S)-2-methyl-N-[(3S)-5-methyl-4-oxo-2,3-dihydro-1,5-benzoxazepin-3-yl]-5-(trifluoromethyl)-4,5,6,7-tetrahydroindazole-3-carboxamide